C(C1=CC=CC=C1)OC1CCC(CC1)C(C)(C)NC[C@H](O)C=1C=NC=C(C1)F (R)-2-((2-((1s,4S)-4-(benzyloxy)cyclohexyl)propan-2-yl)amino)-1-(5-fluoropyridin-3-yl)ethan-1-ol